(R)-5-((4-methoxy-5-(quinoxalin-6-yl)-7H-pyrrolo[2,3-d]pyrimidin-2-yl)amino)-1-methylpiperidin-2-one COC=1C2=C(N=C(N1)N[C@@H]1CCC(N(C1)C)=O)NC=C2C=2C=C1N=CC=NC1=CC2